FC1=C2[C@H](CCOC2=CC(=C1)F)O (S)-5,7-difluorochroman-4-ol